C(C1=CC=CC=C1)SC1=NC=2C(CN(CC2C=C1)C(=O)OC(C)(C)C)N1CCOCC1 tert-butyl 2-(benzylthio)-8-morpholino-7,8-dihydro-1,6-naphthyridine-6(5H)-carboxylate